FC(S(=O)(=O)[O-])(F)F.FC(S(=O)(=O)[O-])(F)F.[Cu+2] copper (2+) ditrifluoromethanesulfonate